9-Ethyl-N-(4-(ethylsulfonyl)benzyl)-6-methoxy-9H-carbazole-3-carboxamide C(C)N1C2=CC=C(C=C2C=2C=C(C=CC12)C(=O)NCC1=CC=C(C=C1)S(=O)(=O)CC)OC